1,1-bis(3,5-dibromo-4-hydroxyphenyl)cyclohexane BrC=1C=C(C=C(C1O)Br)C1(CCCCC1)C1=CC(=C(C(=C1)Br)O)Br